2-([1,4]Dioxan-2-ylmethoxy)-9-[1-(3-methyl-butyl)-1H-pyrazol-4-yl]-6,7-dihydro-pyrimido[6,1-a]isoquinolin-4-one O1C(COCC1)COC1=NC(N2C(C3=CC=C(C=C3CC2)C=2C=NN(C2)CCC(C)C)=C1)=O